tert-butyl (S)-2-(4-(7-(N-(1-cyanocyclopropyl)sulfamoyl)-9-(5-(difluoromethyl)-1,3,4-thiadiazol-2-yl)-9H-pyrimido[4,5-b]indol-4-yl)piperidine-1-carbonyl)pyrrolidine-1-carboxylate C(#N)C1(CC1)NS(=O)(=O)C1=CC=C2C3=C(N(C2=C1)C=1SC(=NN1)C(F)F)N=CN=C3C3CCN(CC3)C(=O)[C@H]3N(CCC3)C(=O)OC(C)(C)C